ClC1=C(C(=NN1CCN(C)C)C1CC1)C=O 5-CHLORO-3-CYCLOPROPYL-1-[2-(DIMETHYLAMINO)ETHYL]-1H-PYRAZOLE-4-CARBALDEHYDE